NC1=CC(=C2C(CCCC(CC[C@@](C3=NN=C(C1=N2)O3)(C(F)(F)F)O)(F)F)=O)C(F)(F)F (6R)-17-amino-9,9-difluoro-6-hydroxy-6,15-bis(trifluoromethyl)-19-oxa-3,4,18-triazatricyclo[12.3.1.12,5]nonadeca-1(18),2,4,14,16-pentaen-13-one